N,N-diethyl-4-phenylbut-3-en-2-amine C(C)N(C(C)C=CC1=CC=CC=C1)CC